C1=CC=CC=2C3=CC=CC=C3C(C12)COC(=O)NCCC(=O)O 3-(9H-fluoren-9-ylmethoxycarbonyl-amino)propanoic acid